(R)-1-(3-(4H-1,2,4-triazol-3-yl)phenyl)-5-(cyclobutylsulfinyl)-1H-pyrazolo[3,4-b]pyridine N=1N=C(NC1)C=1C=C(C=CC1)N1N=CC=2C1=NC=C(C2)[S@](=O)C2CCC2